bis(2,4-di-tert-butylphenyl-pentaerythritol) diphosphite OP(O)OP(O)O.C(C)(C)(C)C1=C(C=CC(=C1)C(C)(C)C)C(O)C(CO)(CO)CO.C(C)(C)(C)C1=C(C=CC(=C1)C(C)(C)C)C(O)C(CO)(CO)CO